COC1=CC=C(CNC(CN)C)C=C1 N2-(4-methoxybenzyl)-1,2-propanediamine